(1R,2S)-2-methyl-N-[(5-{4-[(1-methylpiperidin-4-yl)amino]-1-(2,2,2-trifluoroethyl)-1H-indol-2-yl}-1,3,4-thiadiazol-2-yl)methyl]cyclopropane-1-carboxamide C[C@@H]1[C@@H](C1)C(=O)NCC=1SC(=NN1)C=1N(C2=CC=CC(=C2C1)NC1CCN(CC1)C)CC(F)(F)F